6-[(7S)-2-(3-{4-[3-(Difluoromethoxy)pyridin-2-yl]phenyl}-1H-pyrazolo[3,4-b]pyridin-5-yl)-6,7,8,9-tetrahydro-5H-benzo[7]annulen-7-yl]-3-oxa-6-azabicyclo[3.1.1]heptane FC(OC=1C(=NC=CC1)C1=CC=C(C=C1)C1=NNC2=NC=C(C=C21)C=2C=CC1=C(CC[C@H](CC1)N1C3COCC1C3)C2)F